2-((2R,5S)-5-methyl-2-(2-(1-methyl-2-oxopiperidin-4-yl)benzo[d]thiazol-5-yl)piperidin-1-yl)-2-oxoacetamide C[C@H]1CC[C@@H](N(C1)C(C(=O)N)=O)C=1C=CC2=C(N=C(S2)C2CC(N(CC2)C)=O)C1